(S)-2-aminopropane-1-ol N[C@H](CO)C